4-chloro-3-iodobenzoic acid ethyl ester C(C)OC(C1=CC(=C(C=C1)Cl)I)=O